N-(3,5-Di-tert-butylphenyl)-1-hexyl-2-mesityl-1H-benzo[d]imidazol-4-amine C(C)(C)(C)C=1C=C(C=C(C1)C(C)(C)C)NC1=CC=CC=2N(C(=NC21)C2=C(C=C(C=C2C)C)C)CCCCCC